N-(3-methyl-1-(3-(trifluoromethyl)benzyl)-1H-pyrrolo[2,3-b]pyridin-5-yl)acrylamide CC1=CN(C2=NC=C(C=C21)NC(C=C)=O)CC2=CC(=CC=C2)C(F)(F)F